CSC=1N=CC2=C(N1)CN(C2=O)CCCC#C 2-(Methylthio)-6-(pent-4-yn-1-yl)-6,7-dihydro-5H-pyrrolo[3,4-d]pyrimidin-5-one